3-[[5-(4-fluorophenyl)-2-thienyl]methyl]-4-methylbenzoic acid FC1=CC=C(C=C1)C1=CC=C(S1)CC=1C=C(C(=O)O)C=CC1C